C(CCCC)OC(C(C(=O)OCCCCC)(CC)CC1=CC=CC=C1)=O benzyl-ethyl-malonic acid dipentyl ester